NCCCC(C1=NC=CC(=C1)NS(=O)(=O)C1CC1)NC(=O)C=1SC(=CN1)C1=NC(=CN=C1)OCC N-(4-amino-1-(4-(cyclopropanesulfonamido)pyridin-2-yl)butyl)-5-(6-ethoxypyrazin-2-yl)thiazole-2-carboxamide